C(C)(CC)NC(=O)N Sec-butylurea